TRIETHYLENE GLYCOL DIALLYL ETHER C(C=C)OCCOCCOCCOCC=C